Br[C@H](C(=O)OC)CC (S)-methyl 2-bromobutyrate